4-(3-(4-chlorobenzyl)ureido)benzenesulfonic acid ClC1=CC=C(CNC(NC2=CC=C(C=C2)S(=O)(=O)O)=O)C=C1